(S)-3-(3-fluoro-4-(6-(2-vinyl-2H-tetrazol-5-yl)pyridin-3-yl)phenyl)-5-(hydroxymethyl)oxazolidin-2-one FC=1C=C(C=CC1C=1C=NC(=CC1)C=1N=NN(N1)C=C)N1C(O[C@@H](C1)CO)=O